(S)-3-methyl-2-(7-(3-p-tolylureido)dibenzo[b,d]thiophene-3-sulfonamido)butanoic acid CC([C@@H](C(=O)O)NS(=O)(=O)C=1C=CC2=C(SC3=C2C=CC(=C3)NC(=O)NC3=CC=C(C=C3)C)C1)C